BrC(C(=O)O)=CC1=CC=CC=C1 bromocinnamic acid